C(C)(C)(C)NS(=O)(=O)C1=C(C=C(C=C1)NC([C@H](CC1CCOCC1)NC(C1=CC=C(C=C1)F)=O)=O)OC (S)-N-(1-((4-(N-(tert-butyl)sulfamoyl)-3-methoxyphenyl)amino)-1-oxo-3-(tetrahydro-2H-pyran-4-yl)propan-2-yl)-4-fluorobenzamide